N-(4-sulfamoylphenethyl)-[1,1'-biphenyl]-4-carboxamide S(N)(=O)(=O)C1=CC=C(CCNC(=O)C2=CC=C(C=C2)C2=CC=CC=C2)C=C1